C(C)OC(C(Br)OCC)Cl 1,2-diethoxy-1-chloro-2-bromo-ethane